2,2,2-Trifluoroacetaldehyde compound with 2-(2,6-dioxopiperidin-3-yl)-4-(((5-ethynyl-1-(piperidin-4-yl)-1H-pyrazol-4-yl)methyl)amino)isoindoline-1,3-dione O=C1NC(CCC1N1C(C2=CC=CC(=C2C1=O)NCC=1C=NN(C1C#C)C1CCNCC1)=O)=O.FC(C=O)(F)F